C(C=C)(=O)N1CCN(CC1)[C@@H](CC)C1=CC=C(C=C1)C1(CC1)NC=1N=CC2=C(N1)N(C(C=C2)=O)C(C)C 2-[(1-[4-[(1S)-1-(4-acryloylpiperazin-1-yl)propyl]phenyl]cyclopropyl)amino]-8-(propan-2-yl)pyrido[2,3-d]pyrimidin-7(8H)-one